C(CCCCCCCCC)OC(C(C)C)=O.BrC=1C=C2C(=NN(C(C2=CC1)=O)CC(=O)NC1=NC=C(C=N1)F)OC(C)C1CC1 2-[6-bromo-4-(1-cyclopropylethoxy)-1-oxophthalazin-2-yl]-N-(5-fluoropyrimidin-2-yl)acetamide decanyl-isobutyrate